O=C1N(CC1)C(=O)C(CCC[C@H](N)C(=O)O)N 6-(2-Oxoazetidine-1-carbonyl)-L-lysine